BrC1=C(C=O)C(=CC(=C1)OC)OC 2-bromo-4,6-dimethoxy-benzaldehyde